5-oxo-2,3-dihydro-2,2-dimethyl-5H-thiazolo[3,2-a]pyridine-3,7-dicarboxylic acid O=C1C=C(C=C2N1C(C(S2)(C)C)C(=O)O)C(=O)O